ClC1=CC(=C(C=C1)CN1C(C2=CC(=CC(=C2[C@]1(OC)C1=CC=C(C=C1)Cl)F)C(CC)(O)C1(CCNCC1)F)=O)S(=O)(=O)C (3R)-2-[(4-Chloro-2-methansulfonylphenyl)methyl]-3-(4-chlorophenyl)-4-fluoro-6-[1-(4-fluoropiperidin-4-yl)-1-hydroxypropyl]-3-methoxy-2,3-dihydro-1H-isoindol-1-on